BrC1=NC(=C2C(N(C=NN21)CC2=NC(=NO2)[C@@H]2CO[C@H](C2)C2=CC=C(C=C2)F)=O)C |r| 7-bromo-5-methyl-3-[[3-[rac-(3R,5R)-5-(4-fluorophenyl)tetrahydro-furan-3-yl]-1,2,4-oxadiazol-5-yl]methyl]imidazo[5,1-f][1,2,4]triazin-4-one